4-(2-chloroethyl)-morpholine hydrochloride Cl.ClCCN1CCOCC1